CC(C(=O)OCC1=CC=CC=C1)(OC(NCCOCCOCC(NCCOCCOCC)=O)=O)C benzyl 2,2-dimethyl-4,13-dioxo-3,8,11,17,20-pentaoxa-5,14-diaza-behenate